CC=1N=C2N(C=C(N=C2C)NC(=O)C=2C=CC(=C3C=CN=NC23)N2C[C@H](N([C@H](C2)C)C(=O)OC(C)(C)C)C)C1 tert-butyl (2R,6S)-4-[8-({2,8-dimethylimidazo[1,2-a]pyrazin-6-yl}carbamoyl)cinnolin-5-yl]-2,6-dimethylpiperazine-1-carboxylate